2-[1-[(2,4-dichlorophenyl)methyl]-5-oxopyrrolidin-2-yl]-N-(2-methoxyethyl)acetamide ClC1=C(C=CC(=C1)Cl)CN1C(CCC1=O)CC(=O)NCCOC